CC1(CC1)NS(=O)(=O)C=1C=C2C(NC(NC2=C(C1)B(O)O)=O)=O 6-[(1-methylcyclopropyl)sulfamoyl]-2,4-dioxo-1,3-dihydroquinazolin-8-ylboronic acid